(R)-4-Chloro-2-fluoro-N-methyl-N-(3-methyl-1-(pyrrolidin-1-yl)butan-2-yl)benzamide ClC1=CC(=C(C(=O)N([C@@H](CN2CCCC2)C(C)C)C)C=C1)F